2-(7-bromo-1H-indol-3-yl)-2-phenylindol-3-one BrC=1C=CC=C2C(=CNC12)C1(NC2=CC=CC=C2C1=O)C1=CC=CC=C1